4-((S or R)-4-((1R,5S)-3,8-diazabicyclo[3.2.1]octan-3-yl)-6-chloro-8-fluoro-2-(3-(methyl-amino)propoxy)quinazolin-7-yl)naphthalen-2-ol dihydrochloride Cl.Cl.[C@H]12CN(C[C@H](CC1)N2)C2=NC(=NC1=C(C(=C(C=C21)Cl)C2=CC(=CC1=CC=CC=C21)O)F)OCCCNC